((2R,3S,4R,5R)-5-(4-butyramidopyrrolo[2,1-f][1,2,4]triazin-7-yl)-5-cyano-3,4-dihydroxytetrahydrofuran-2-yl)methyl 2-phenylacetate C1(=CC=CC=C1)CC(=O)OC[C@H]1O[C@@]([C@@H]([C@@H]1O)O)(C#N)C1=CC=C2C(=NC=NN21)NC(CCC)=O